monoethyl-sulfonate (ethanesulfonate) C(C)S(=O)(=O)O.C(C)OS(=O)=O